N-[(1S)-2-hydroxy-1-[6-(4-methylpiperazin-1-yl)pyridin-2-yl]ethyl]propionamide OC[C@H](C1=NC(=CC=C1)N1CCN(CC1)C)NC(CC)=O